[Si](C)(C)(C(C)(C)C)OCC1OC(N2C1[C@H]1CC[C@@H](C2)N1C(=O)OC(C)(C)C)=O tert-butyl (6S,9R)-1-(((tert-butyldimethylsilyl)oxy)methyl)-3-oxohexahydro-1H,3H-6,9-epiminooxazolo[3,4-a]azepine-10-carboxylate